N'-[2-chloro-4-(2-fluorophenoxy)-5-methylphenyl]-N-isopropyl-N-methyl-formamidine ClC1=C(C=C(C(=C1)OC1=C(C=CC=C1)F)C)N=CN(C)C(C)C